2-(2-cyclopropyl-4-(difluoromethoxy)-6-isopropylphenyl)acetic acid C1(CC1)C1=C(C(=CC(=C1)OC(F)F)C(C)C)CC(=O)O